C(=C)NC=O vinyl-(formamide)